4-[({3-[(1,4-dioxan-2-yl)methoxy]pyridin-4-yl}methyl)amino]-N-(3-fluoro-2-methoxyphenyl)-2-oxo-1,2,5,6-tetrahydropyridine-3-carbothioamide O1C(COCC1)COC=1C=NC=CC1CNC1=C(C(NCC1)=O)C(NC1=C(C(=CC=C1)F)OC)=S